N1C(=NC2=C1C=CC=C2)[C@H](C2=C(C(=CC=C2)F)O)OC2CCN(CC2)C (S)-2-[(1H-benzimidazol-2-yl)(1-methylpiperidin-4-yloxy)methyl]-6-fluorophenol